COC1=C(C=CC(=C1)N1CCN(CC1)C)NC1=NC=C2C(=N1)N(C(N=C2)=O)C2CCOCC2 7-((2-Methoxy-4-(4-methylpiperazin-1-yl)phenyl)amino)-1-(tetrahydro-2H-pyran-4-yl)pyrimido[4,5-d]pyrimidin-2(1H)-one